C1OCC12CCN(CC2)CCC(=O)N 3-(2-oxa-7-azaspiro[3.5]nonan-7-yl)propanamide